FC(C1=C(C=CC(=C1)C(F)(F)F)C1CCC2=C(N(C1=O)CC#CC=1C=NN(C1)C)C=CC(=C2)F)(F)F 3-(2,4-bis(trifluoromethyl)phenyl)-7-fluoro-1-(3-(1-methyl-1H-pyrazol-4-yl)prop-2-ynyl)-4,5-dihydro-1H-benzo[b]azepin-2(3H)-one